(1R,3R)-5-(2-((1R,3aS,7aR,E)-1-((S)-1-((S)-3-fluoropyrrolidin-1-yl)propan-2-yl)-7a-methyloctahydro-4H-inden-4-ylidene)ethylidene)cyclohexane-1,3-diol F[C@@H]1CN(CC1)C[C@@H](C)[C@H]1CC[C@H]2\C(\CCC[C@]12C)=C\C=C1C[C@H](C[C@@H](C1)O)O